ICCC=1C=CC(=NC1)N1CCN(CC1)C(=O)[O-] 4-(5-(2-Iodoethyl)pyridin-2-yl)piperazine-1-carboxylate